4-(tert-butyldimethylsiloxy)benzyl alcohol O([Si](C)(C)C(C)(C)C)C1=CC=C(CO)C=C1